2-(2-cyano-5-hydroxy-4-iodophenyl)propionic acid methyl ester COC(C(C)C1=C(C=C(C(=C1)O)I)C#N)=O